1-[(5-bromo-2-nitrophenyl)amino]-2-methylpropan-2-ol BrC=1C=CC(=C(C1)NCC(C)(O)C)[N+](=O)[O-]